CN(C)CC(=O)NC1=CC(=C(C(=C1)C)B1OC(C(O1)(C)C)(C)C)F (Dimethylamino)-N-(3-fluoro-5-methyl-4-(4,4,5,5-tetramethyl-1,3,2-dioxaborolan-2-yl)phenyl)acetamide